6-((3S,4S)-4-amino-3-methyl-2-oxa-8-azaspiro[4.5]decan-8-yl)-5-methyl-3-(pyridin-2-ylethynyl)-1,5-dihydro-4H-pyrazolo[3,4-d]pyrimidin-4-one N[C@@H]1[C@@H](OCC12CCN(CC2)C=2N(C(C1=C(N2)NN=C1C#CC1=NC=CC=C1)=O)C)C